lithium (1-(1-adamantanyl)ethyl)amide C12(CC3CC(CC(C1)C3)C2)C(C)[NH-].[Li+]